(1s,3as,6ar)-5-benzyl-3-oxooctahydropyrrolo[3,4-c]pyrrole-1-carboxylic acid ethyl ester C(C)OC(=O)[C@H]1NC([C@H]2[C@@H]1CN(C2)CC2=CC=CC=C2)=O